C=1(C(=CC=CC1)C=O)C=O 1,2-benzenedial